CCCC(CC)C(=O)N Hexane-4-carboxamide